4-(6-(4-acrylamidophenyl)-4-aminopyrazolo[5,1-f][1,2,4]triazin-5-yl)-N-ethyl-2-methoxybenzamide C(C=C)(=O)NC1=CC=C(C=C1)C1=NN2N=CN=C(C2=C1C1=CC(=C(C(=O)NCC)C=C1)OC)N